4-cyclopropyl-N-(4-fluoro-3-methylphenyl)-5-(2-(((1s,4s)-4-hydroxycyclohexyl)amino)-2-oxoacetyl)-1,2-dimethyl-1H-pyrrole-3-carboxamide C1(CC1)C=1C(=C(N(C1C(C(=O)NC1CCC(CC1)O)=O)C)C)C(=O)NC1=CC(=C(C=C1)F)C